N7-butyl-3-fluoro-1-(2-methoxy-4-(((tetrahydro-2H-pyran-4-yl)amino)methyl)benzyl)-1H-pyrazolo[4,3-d]pyrimidine-5,7-diamine C(CCC)NC=1C2=C(N=C(N1)N)C(=NN2CC2=C(C=C(C=C2)CNC2CCOCC2)OC)F